diformylferrocene C(=O)[C-]1C=CC=C1.[C-]1(C=CC=C1)C=O.[Fe+2]